N-(3-chloro-5-methylphenyl)-5,5-difluoro-1-(3-fluoro-5-(pyridin-4-yl)benzoyl)piperidine-3-carboxamide ClC=1C=C(C=C(C1)C)NC(=O)C1CN(CC(C1)(F)F)C(C1=CC(=CC(=C1)C1=CC=NC=C1)F)=O